dimethyl-octadecyl-[3-(trihydroxysilyl)propyl]ammonium chloride [Cl-].C[N+](CCC[Si](O)(O)O)(CCCCCCCCCCCCCCCCCC)C